endo-4-((6-cyclopropylpyridin-3-yl)methyl)-2-(3-(pyridin-4-yl)-1H-pyrazol-5-yl)-2-azabicyclo[3.1.0]hexan-3-one C1(CC1)C1=CC=C(C=N1)CC1C(N(C2CC12)C1=CC(=NN1)C1=CC=NC=C1)=O